OC(C(=O)O)CC α-Hydroxy-Butyric Acid